methyl 3-fluoro-6-methyl-5-(trifluoromethyl)picolinate FC=1C(=NC(=C(C1)C(F)(F)F)C)C(=O)OC